C1(=CC=CC=C1)COC1=CC=C(C=C1)C(=C(CC)C1=CC=C(C=C1)O)CC 4-(4-{4-[(phenylmethyl)oxy]phenyl}hex-3-en-3-yl)phenol